((1S,6R,7R)-3-(3-(4-chloro-2H-indazol-5-yl)-1H-pyrazolo[3,4-b]pyrazin-6-yl)-7-(2-fluorophenyl)-3-azabicyclo[4.1.0]heptan-7-yl)methanamine ClC=1C2=CNN=C2C=CC1C1=NNC2=NC(=CN=C21)N2C[C@@H]1[C@]([C@@H]1CC2)(C2=C(C=CC=C2)F)CN